CC=1C=C(C=CC1C1CCNCC1)O 3-methyl-4-(piperidin-4-yl)phenol